C(C)C1(CCC2=C(C=CC=C12)C1=NOC(=N1)C=1C=CC(=C(C#N)C1)OC(C)C)O 5-(3-(1-ethyl-1-hydroxy-2,3-dihydro-1H-inden-4-yl)-1,2,4-oxadiazol-5-yl)-2-isopropoxybenzonitrile